C(CCCCCCCCC(=O)OC=1CC(N(C(C1)(C)C)C)(C)C)(=O)OC methyl 1,2,2,6,6-pentamethyl-4-pyridyl sebacate